6-METHYLPYRIDAZINE-3-CARBALDEHYDE CC1=CC=C(N=N1)C=O